2-(2-(5-amino-2-propylcyclohexyl)propan-2-yl)-4-propylcyclohexan-1-amine NC1CCC(C(C1)C(C)(C)C1C(CCC(C1)CCC)N)CCC